titanium-copper-silver [Ag].[Cu].[Ti]